C(=O)(O)C(C)C1=CC(=CC=C1)CC(C)C 1-CARBOXYETHYL-3-ISOBUTYLBENZOL